(S)-N-(1-(3-chlorophenyl)-2-hydroxyethyl)-1-(2-(phenylamino)pyridin-4-yl)-1H-imidazole-4-amide ClC=1C=C(C=CC1)[C@@H](CO)NC(=O)C=1N=CN(C1)C1=CC(=NC=C1)NC1=CC=CC=C1